C(#N)C=1C=C(C=CC1F)NC(=O)C1=C(N(C(=C1)C(C(N[C@H](C(F)(F)F)C)=O)=O)C)F (S)-N-(3-cyano-4-fluorophenyl)-2-fluoro-1-methyl-5-(2-oxo-2-((1,1,1-trifluoroprop-2-yl)amino)acetyl)-1H-pyrrole-3-carboxamide